2-(2-chloro-4-fluorophenoxy)-7-azaspiro[3.5]nonane ClC1=C(OC2CC3(C2)CCNCC3)C=CC(=C1)F